1-(2-ethoxyethyl)-4-vinylpyridine C(C)OCCN1CC=C(C=C1)C=C